N-[(1R)-1-(hydroxymethyl)butyl]carbamic acid benzyl ester C(C1=CC=CC=C1)OC(N[C@H](CCC)CO)=O